tert-butyl ((4-amino-3-fluorophenyl)(oxetan-3-yl)(oxo)-λ6-sulfaneylidene)carbamate NC1=C(C=C(C=C1)S(=O)(C1COC1)=NC(OC(C)(C)C)=O)F